C(C)(C)(C)OC(=O)N1[C@H](CC(C1)(O)CC)C(NC1=C(C=CC(=C1)C(CCC1CC1)(C1=NC=CC=C1)N[S@@](=O)C(C)(C)C)F)=O (2R)-2-(5-((+)-3-cyclopropyl-1-((S)-1,1-dimethylethylsulfinamido)-1-(pyridin-2-yl)propyl)-2-fluorophenylcarbamoyl)-4-ethyl-4-hydroxypyrrolidine-1-carboxylic acid tert-butyl ester